(2S)-1-[(4-iodo-2,5-dimethyl-pyrazol-3-yl)methyl-isopropyl-amino]propan-2-ol IC1=C(N(N=C1C)C)CN(C[C@H](C)O)C(C)C